C(#N)C1=C(C(=C(C(=O)OC)C=C1F)OC)C methyl 4-cyano-5-fluoro-2-methoxy-3-methylbenzoate